[Si](C)(C)(C(C)(C)C)OC(CNC(C)=O)C=1C=C(C(=C2C=CN=CC12)CNC1CC(C1)OC1=CC(=C(C=C1)F)C(F)(F)F)F N-(2-((tert-butyldimethylsilyl)oxy)-2-(6-fluoro-5-((((1r,3r)-3-(4-fluoro-3-(trifluoromethyl)phenoxy)cyclobutyl)amino)methyl)isoquinolin-8-yl)ethyl)acetamide